CC1=NC(=CC=C1N1CCN(CC1)CC=1C=CC=2C3=C(C(NC2C1)=O)COC3)C(NC)=O 7-((4-(2-methyl-6-(methylcarbamoyl)pyridin-3-yl)piperazin-1-yl)methyl)-3,5-dihydrofuro[3,4-c]quinolin-4(1H)-one